COCOC1=COC2=CC=CC=C2C1=O 3-(methoxymethoxy)chromen-4-one